5-(2,4-disulfophenyl)-3-(2-methoxy-4-nitrophenyl)-2H-tetrazolium S(=O)(=O)(O)C1=C(C=CC(=C1)S(=O)(=O)O)C1=NN(N[NH2+]1)C1=C(C=C(C=C1)[N+](=O)[O-])OC